3-(5-((4-(6-(5-((R)-2-(2,4-difluorophenyl)pyrrolidin-1-yl)pyrazolo[1,5-a]pyrimidin-3-yl)pyridin-2-yl)piperazin-1-yl)methyl)-1-oxoisoindolin-2-yl)piperidine-2,6-dione FC1=C(C=CC(=C1)F)[C@@H]1N(CCC1)C1=NC=2N(C=C1)N=CC2C2=CC=CC(=N2)N2CCN(CC2)CC=2C=C1CN(C(C1=CC2)=O)C2C(NC(CC2)=O)=O